P(=O)(OC1=C(C=CC=C1)Cl)(OCCC(OCCCCCCCCCCCCCCCC)C[C@H]1O[C@@H]([C@@H]2OC(O[C@@H]21)(C)C)N2C(NC(C=C2)=O)=O)[O-] 2-chlorophenyl (((3aR,4R,6S,6aR)-6-(2,4-dioxo-3,4-dihydropyrimidine-1(2H)yl)-2,2-dimethyltetrahydrofuro[3,4-d][1,3]dioxolan-4-yl)methyl)(3-(hexadecyloxy) Propyl) Phosphate